[Si]([O-])([O-])([O-])[O-].COCC[Hg+4] 2-methoxyethylmercury silicate